N[C@H]1C(N(CC1)CC1=CC=CC=C1)=O (R)-3-Amino-1-benzylpyrrolidin-2-one